4-amino-N-(4-(((2S,4R)-2-methyl-1-propionyl-1,2,3,4-tetrahydroquinolin-4-yl)amino)phenyl)but-2-ynamide trifluoroacetate FC(C(=O)O)(F)F.NCC#CC(=O)NC1=CC=C(C=C1)N[C@@H]1C[C@@H](N(C2=CC=CC=C12)C(CC)=O)C